CC1=CC(=NO1)C(CC#N)=O 3-(5-methylisoxazol-3-yl)-3-oxopropionitrile